BrC1=CC=C(CC=2NC3=C(N2)C=CC=C3)C=C1 2-(4-bromobenzyl)benzimidazole